2,5-dimethoxy-terephthalaldehyde COC1=C(C=O)C=C(C(=C1)C=O)OC